CC(C)CCCCCCCCCCCC(=O)SCCNC(=O)CCNC(=O)[C@@H](C(C)(C)COP(=O)([O-])OP(=O)([O-])OC[C@@H]1[C@H]([C@H]([C@@H](O1)N2C=NC3=C(N=CN=C32)N)O)OP(=O)([O-])[O-])O The molecule is a saturated fatty acyl-CoA(4-) arising from deprotonation of the phosphate and diphosphate functions of isopentadecanoyl-CoA. It is a saturated fatty acyl-CoA(4-), a long-chain fatty acyl-CoA(4-) and a 3-substituted propionyl-CoA(4-). It is a conjugate base of an isopentadecanoyl-CoA.